P(=O)(OCCN(C(COCC(NCCNC(=O)C=1C=NC(=C(C1)[N+](=O)[O-])SC)=O)=O)CC#C)(OCC[N+](C)(C)C)[O-] 1-(6-(methylthio)-5-nitropyridin-3-yl)-1,6,10-trioxo-11-(prop-2-yn-1-yl)-8-oxa-2,5,11-triazatridecan-13-yl (2-(trimethylammonio)ethyl) phosphate